benzyl N-[2-(benzotriazol-1-yl)-2-oxo-ethyl]carbamate N1(N=NC2=C1C=CC=C2)C(CNC(OCC2=CC=CC=C2)=O)=O